1-(1-[[2-(2,6-dioxopiperidin-3-yl)-1,3-dioxoisoindol-4-yl]methyl]piperidin-4-yl)pyrazole-3-carboxylic acid O=C1NC(CCC1N1C(C2=CC=CC(=C2C1=O)CN1CCC(CC1)N1N=C(C=C1)C(=O)O)=O)=O